N=1N=CN2C1SCC=N2 7H-[1,2,4]triazolo[3,4-b][1,3,4]thiadiazin